N1=CC=C(C=C1)N1CC2(C1)CN(C2)CC=2NC1=CC=CC=C1C2 2-[[2-(4-pyridinyl)-2,6-diazaspiro[3.3]heptan-6-yl]methyl]-1H-indole